COC1=C(C(=CC2=C1C1=C([C@H](CC2)NC(C)=O)[C@H]2[C@@H]1C=C(C2=O)OC)OC)OC N-[(7S,7bR,10aS)-1,2,3,9-tetramethoxy-8-oxo-5,6,7,7b,8,10a-hexahydrobenzo[a]cyclopenta-[3,4]cyclobuta[1,2-c]cyclohepten-7-yl]acetamide